N1=NC=C2N1C=C(C=N2)O Triazolo[1,5-a]Pyrimidin-6-ol